C(=O)C1=CC2=C(N(C(O2)=O)CC2=CC=C(C=N2)C#N)C=C1 6-[(6-formyl-2-oxo-1,3-benzoxazol-3-yl)methyl]pyridine-3-carbonitrile